[K+].OCCCC(=O)[O-] gamma-hydroxybutyric acid potassium salt